Methyl (S)-2-(chloromethyl)-7-fluoro-1-(oxetan-2-ylmethyl)-1H-benzo[d]imidazole-6-carboxylate ClCC1=NC2=C(N1C[C@H]1OCC1)C(=C(C=C2)C(=O)OC)F